CSC1=NC(=CC(=N1)N)C1=CC=CC=C1 2-(methylsulfanyl)-6-phenylpyrimidin-4-amine